CN1N=CC=C1N1C(C2=CC=CC=C2C1)=O 2-(1-methyl-1H-pyrazol-5-yl)-2,3-dihydro-1H-isoindol-1-one